IC1=CC=C(C=C1)S(=O)(=O)NC1=CC=CC=C1 4-Iodo-N-phenylbenzenesulfonamide